OC1(CC1)C(C(=O)O)(C)C 2-(1-hydroxycyclopropyl)-2-methylpropanoic acid